4-{1-[(5-Methyl-1,2-oxazol-3-yl)methyl]-1,2,3,6-tetrahydropyridin-4-yl}phenol CC1=CC(=NO1)CN1CCC(=CC1)C1=CC=C(C=C1)O